CCOC(=O)C1=C(C(=C(C(=C1O)Cl)O)Cl)C ethyl dichloroorsellinate